OC[C@H](C(C)C)NC(=O)C=1C=2C[C@@H]3[C@H](C2N(N1)C1=NC=CC(=C1)Cl)C3 (1aR,5aR)-2-(4-Chloro-pyridin-2-yl)-1a,2,5,5a-tetrahydro-1H-2,3-diaza-cyclopropa[a]pentalene-4-carboxylic acid ((S)-1-hydroxymethyl-2-methyl-propyl)-amide